n-octyl mesaconate C(\C(\C)=C\C(=O)[O-])(=O)OCCCCCCCC